COC=1C=C2C(C(N(C2=CC1)C)(C(=O)OC)C=C=C)=O Methyl 5-methoxy-1-methyl-3-oxo-2-(propa-1,2-dien-1-yl)indoline-2-carboxylate